NC1=CC(=NC=N1)NN1C2(N3C(=C(C=CC3=O)Cl)C1=O)CCC1(CC2)CC1 (6-aminopyrimidin-4-yl)amino-8''-chloro-2''H-dispiro[cyclopropane-1,1'-cyclohexane-4',3''-imidazo[1,5-a]-pyridine]-1'',5''-dione